3-(4-pyridazin-3-yl-6-thioxo-pyridazin-1-yl)propanoic acid N1=NC(=CC=C1)C=1C=NN(C(C1)=S)CCC(=O)O